2-[5-[4-[4-amino-3-(4-phenoxyphenyl)pyrazolo[3,4-d]pyrimidin-1-yl]-1-piperidyl]pyrimidin-2-yl]-1,3,3a,4,6,6a-hexahydropyrrolo[3,4-c]pyrrole-5-carboxylate NC1=C2C(=NC=N1)N(N=C2C2=CC=C(C=C2)OC2=CC=CC=C2)C2CCN(CC2)C=2C=NC(=NC2)N2CC1CN(CC1C2)C(=O)[O-]